N-(5-chloro-6-(2H-1,2,3-triazol-2-yl)pyridin-3-yl)-1-cyclopropyl-3-phenyl-4-(trifluoromethyl)-1H-pyrazole-5-carboxamide ClC=1C=C(C=NC1N1N=CC=N1)NC(=O)C1=C(C(=NN1C1CC1)C1=CC=CC=C1)C(F)(F)F